6-(7-(2,2-difluoroethyl)-1,5,6,7,8,9-hexahydroimidazo[4',5':4,5]benzo[1,2-d]azepin-2-yl)-7-(isopropylamino)thieno[3,2-b]pyridin-5(4H)-one FC(CN1CCC2=C(CC1)C=C1C(=C2)NC(=N1)C1=C(C2=C(NC1=O)C=CS2)NC(C)C)F